NC1=C(OC2=CC=C(C=C2)C2(C3=CC=CC=C3C=3C=CC=C(C23)CCCCCCCCCCCC(=O)O)C2=CC=C(C=C2)OC2=C(C=CC=C2)N)C=CC=C1 9,9-bis[4-(aminophenoxy)phenyl]fluorenelauric acid